N[C@H]1C[C@H](CCC1)C(=O)NC1=NC=C(C(=C1)C=1N2CC(CC2=C(C1)C#N)(C)C)F (1S,3R)-3-amino-N-(4-(7-cyano-2,2-dimethyl-2,3-dihydro-1H-pyrrolizin-5-yl)-5-fluoropyridin-2-yl)cyclohexane-1-carboxamide